C(#C)C=1N=C(C(=NC1)C1=C(C2=C(N=CN=C2N)N1C)C1=CC(=C(C=C1)OC1=NC=CC(=N1)C)F)C 6-(5-ethynyl-3-methylpyrazin-2-yl)-5-(3-fluoro-4-((4-methylpyrimidin-2-yl)oxy)phenyl)-7-methyl-7H-pyrrolo[2,3-d]pyrimidin-4-amine